4-(4-bromo-2,3-difluorophenyl)-1-(2-methylallyl)-3-(trifluoromethyl)-1H-pyrazole BrC1=C(C(=C(C=C1)C=1C(=NN(C1)CC(=C)C)C(F)(F)F)F)F